3-(((2-cyanopropan-2-yl)oxy)(cyclohexyl)amino)-2,2-dimethyl-3-phenylpropanenitrile C(#N)C(C)(C)ON(C(C(C#N)(C)C)C1=CC=CC=C1)C1CCCCC1